C1ON(C(C)(CC2=CC=CC=C2)OC1)O ethylenedioxy-N-hydroxyamphetamine